C(C)S(=O)(=O)C=1OC(=CN1)C1=CC=C(C=C1)F 2-(ethylsulfonyl)-5-(4-fluorophenyl)oxazole